F[C@H]1[C@H](CN(CC1)C)NC=1N=NC(=C(C1)C)C1=CC=C(C=C1)C(F)(F)F N-[(3S,4R)-4-fluoro-1-methyl-3-piperidyl]-5-methyl-6-[4-(trifluoromethyl)phenyl]pyridazin-3-amine